(R)-8-(4-chloro-2-fluorophenyl)-2,3-dimethyl-6-(5-(1-methyl-1H-pyrazol-4-yl)-4-oxa-7-azaspiro[2.5]octan-7-yl)pyrido[3,4-d]pyrimidin-4(3H)-one ClC1=CC(=C(C=C1)C1=NC(=CC2=C1N=C(N(C2=O)C)C)N2C[C@H](OC1(CC1)C2)C=2C=NN(C2)C)F